S1C(=NC=C1)C=1C=C2CCN(CC2=CC1)C(=O)OC(C)(C)C tert-Butyl 6-(thiazol-2-yl)-3,4-dihydroisoquinoline-2(1H)-carboxylate